ClC1=NC2=CC=C(C=C2C(=N1)N1[C@H](COCC1)C1=CC=CC=C1)C=1C=C(C(N(C1)C)=O)C (S)-5-(2-chloro-4-(3-phenylmorpholinyl)quinazolin-6-yl)-1,3-dimethylpyridin-2(1H)-one